Sodium hydroxide 6-Isopropyl-isostearate C(C)(C)C(CCCCC(=O)O)CCCCCCCCCC(C)C.[OH-].[Na+]